C1OCC12CN(C2)C2=NNC(=N2)N 3-(2-oxa-6-azaspiro[3.3]heptan-6-yl)-1H-1,2,4-triazol-5-amine